2,2-dideutero-6-(2-chlorophenyl)-6-(allylamino)cyclohexanone [2H]C1(C(C(CCC1)(NCC=C)C1=C(C=CC=C1)Cl)=O)[2H]